hydroxy-6α-ethyl-7-keto-5β-cholan-24-oic acid OC(C(=O)O)C[C@@H](C)[C@H]1CC[C@H]2[C@@H]3C([C@@H]([C@@H]4CCCC[C@]4(C)[C@H]3CC[C@]12C)CC)=O